SC(CC(=O)O)C.SC(CC(=O)O)C.OCCSCCO hydroxyethyl sulfide bis(3-mercaptobutyrate)